[Cl-].[IH2+].C(C)(C)(C)C1=C(C=CC=C1)C(C)(C)C di-tert-butyl-benzene iodonium chloride